3-(1,3-Benzodioxol-5-yl)-1-(2-hydroxy-4-methoxyphenyl)prop-2-en-1-one O1COC2=C1C=CC(=C2)C=CC(=O)C2=C(C=C(C=C2)OC)O